C(CCCCCCC)OP(OCCCCCCCC)(O)=O Phosphoric Acid Dioctyl ester